CN(C)CC=1C=C(CN2C(C(=C(C=C2C)OCC2=C(C=C(C=C2)F)F)Br)=O)C=CC1 1-[3-((dimethylamino)methyl)benzyl]-3-bromo-4-[(2,4-difluorobenzyl)oxy]-6-methylpyridin-2(1H)-one